dimethylsilyl-bis(isobutylindenyl)zirconium difluoride [F-].[F-].C[SiH](C)[Zr+2](C1C(=CC2=CC=CC=C12)CC(C)C)C1C(=CC2=CC=CC=C12)CC(C)C